[Si](C)(C)(C(C)(C)C)O[C@@H]1C[C@H](N(C1)C(=O)OC(C)(C)C)C(=O)OC 1-tert-butyl 2-methyl (2S,4R)-4-{[tert-butyl(dimethyl)silyl]oxy}pyrrolidine-1,2-dicarboxylate